(S)-7-((S)-4-acryloyl-2-methylpiperazin-1-yl)-9-chloro-10-(2-fluoro-6-hydroxyphenyl)-5-oxo-3,5-dihydro-2H-[1,4]oxazino[2,3,4-ij]quinoline-6-carbonitrile C(C=C)(=O)N1C[C@@H](N(CC1)C1=C(C(N2C3=C(C(=C(C=C13)Cl)C1=C(C=CC=C1O)F)OCC2)=O)C#N)C